2-(2,6-dioxopiperidin-3-yl)-5-(3-(piperidin-4-ylmethyl)-3,6-diazabicyclo[3.1.1]heptane-6-yl)isoindoline-1,3-dione O=C1NC(CCC1N1C(C2=CC=C(C=C2C1=O)N1C2CN(CC1C2)CC2CCNCC2)=O)=O